O=C1C(NC2=CC=C(C=C2N1)S(=O)(=O)N)=O dioxo-1,2,3,4-tetrahydroquinoxaline-6-sulfonamide